C(C)(C)(C)OC(N[C@@H]1CC[C@H](CC1)N)=O.C1(=CC=CC=C1)[C@@H]1N=C(OC1)C1=NC(=CC=C1)C=1OC[C@@H](N1)C1=CC=CC=C1 2,6-bis((S)-4-phenyl-4,5-dihydro-oxazol-2-yl)pyridine trans-tert-butyl-N-(4-aminocyclohexyl)carbamate